(4-fluoro-2-methoxy-5-nitrophenyl)-4-(1-(oxetan-3-yl)-1H-indol-3-yl)pyrimidin-2-amine FC1=CC(=C(C=C1[N+](=O)[O-])C=1C(=NC(=NC1)N)C1=CN(C2=CC=CC=C12)C1COC1)OC